C(C)OC(CCC1=NC=2C3=C(OC4=C(C2O1)C=CC=C4)C=CC=C3)=O 3-(1,8-dioxa-3-aza-dibenzo[e,h]azulen-2-yl)-propionic acid ethyl ester